Cyanoacetic acid tricyclo[3.3.1.13,7]decan-1-ylmethyl ester C12(CC3CC(CC(C1)C3)C2)COC(CC#N)=O